(S)-N-(1-hydroxy-3-phenylpropane-2-yl)-4-(3-methyl-1,4-naphthoquinone-2-yl)butanamide benzyl-(R)-1,3-dichloro-4-oxo-4,6,7,8-tetrahydropyrrolo[1,2-a]pyrazine-6-carboxylate C(C1=CC=CC=C1)OC(=O)[C@H]1CCC=2N1C(C(=NC2Cl)Cl)=O.OC[C@H](CC2=CC=CC=C2)NC(CCCC=2C(C1=CC=CC=C1C(C2C)=O)=O)=O